6-bromo-7-(methoxymethoxy)benzo[b]thiophene BrC=1C=CC2=C(SC=C2)C1OCOC